1-[(2R,3R,4S,5R)-3,4-dihydroxy-5-(hydroxymethyl)Oxolane-2-yl]-1H-1,2,4-triazole-3-carboxamide O[C@H]1[C@@H](O[C@@H]([C@H]1O)CO)N1N=C(N=C1)C(=O)N